[Ca+2].[Si]([O-])([O-])([O-])[O-].[Ca+2] Silicic acid, calcium salt